C1(CC2C(CC1)O2)CC[SiH2]COCCOC (3,4-epoxycyclohexyl)ethylmethoxyethoxymethylsilane